[Br-].C(C[P+](CCOCC)(CCOCC)CC1=CC=CC=C1)[P+](CCOCC)(CCOCC)CC1=CC=CC=C1.[Br-] Ethane-1,2-diylbis(benzylbis(2-ethoxyethyl)phosphonium) bromide